C(C)OC(=O)C1=C(N=CN1C(C)C1=C(C=CC=C1)O)F 4-fluoro-1-[1-(2-hydroxyphenyl)ethyl]-1H-imidazole-5-carboxylic acid ethyl ester